6-bromo-2-chloro-N-(3-chlorobenzyl)quinazolin-4-amine BrC=1C=C2C(=NC(=NC2=CC1)Cl)NCC1=CC(=CC=C1)Cl